N-(1-(4-(2-(5-Amino-2-azaspiro[3.3]heptan-2-yl)ethyl)phenyl)-2-oxo-1,2-dihydropyrimidin-4-yl)-4-(2-amino-2-methylpropanoyl)piperazine-1-carboxamide Hydrochloride Salt Cl.NC1C2(CN(C2)CCC2=CC=C(C=C2)N2C(N=C(C=C2)NC(=O)N2CCN(CC2)C(C(C)(C)N)=O)=O)CC1